FC12CC(C1)(C2)N2N=C1N(C2=O)[C@H](CC1)C1=CC(=CC(=C1)C)F |r| (±)-2-(3-fluorobicyclo[1.1.1]pentan-1-yl)-5-(3-fluoro-5-methylphenyl)-2,5,6,7-tetrahydro-3H-pyrrolo[2,1-c][1,2,4]triazol-3-one